1-(2-amino-6-methoxyphenyl)ethan-1-one hydrochloride Cl.NC1=C(C(=CC=C1)OC)C(C)=O